3-((2-methyl-4-nitrophenoxy)methyl)-1H-pyrazole CC1=C(OCC2=NNC=C2)C=CC(=C1)[N+](=O)[O-]